Cl.Cl.C(CCC)[Sn] butyltin dihydrochloride